FC1=C(C=CC(=C1C(=O)C1=CNC2=NC=C(C(=C21)I)F)F)N2CCCC2 N-[2,4-difluoro-3-(5-fluoro-4-iodo-1H-pyrrolo[2,3-b]pyridine-3-carbonyl)phenyl]pyrrolidine